7-(3-cyanobenzyl)-4-(4-methylbenzyl)-6,7,8,9-tetrahydroimidazo[1,2-a]pyrido[3,4-e]pyrimidine-5(4H)-one C(#N)C=1C=C(CN2CC=3C(N(C=4N(C3CC2)C=CN4)CC4=CC=C(C=C4)C)=O)C=CC1